cyanoazole C(#N)C=1NC=CC1